6-(methylsulfonyl)-4-[4-(4-methoxyphenyl)piperidin-1-yl]-1-methyl-2-oxo-1,2-dihydroquinoline-3-carbonitrile CS(=O)(=O)C=1C=C2C(=C(C(N(C2=CC1)C)=O)C#N)N1CCC(CC1)C1=CC=C(C=C1)OC